tert-Butyl (2-(2-(4-((3-(2,3-difluoro-4-methoxyphenyl)imidazo[1,2-a]pyrazin-8-yl)amino)-2-methylbenzamido)ethoxy)ethyl)carbamate FC1=C(C=CC(=C1F)OC)C1=CN=C2N1C=CN=C2NC2=CC(=C(C(=O)NCCOCCNC(OC(C)(C)C)=O)C=C2)C